tert-butyl (S)-(1-(5-fluoro-1H-indol-3-yl)propan-2-yl)carbamate FC=1C=C2C(=CNC2=CC1)C[C@H](C)NC(OC(C)(C)C)=O